ClC=1C(=NC(=NC1)NC1=C(C=C(C=C1)N1CCC(CC1)N(C)C)OC(F)F)NC1=C(SC=C1)C(=O)N 3-((5-chloro-2-((2-(difluorometh-oxy)-4-(4-(dimethylamino)-piperidin-1-yl)phenyl)amino)-pyrimidin-4-yl)amino)thiophene-2-carboxamide